propenyl-tri(beta-methoxyethoxy)silane C(=CC)[Si](OCCOC)(OCCOC)OCCOC